1-(4-((4-((4-((3,4-dichloro-2-fluorophenyl)amino)-7-methoxyquinazolin-6-yl)oxy)piperidin-1-yl)methyl)phenyl)dihydropyrimidine-2,4(1H,3H)-dione ClC=1C(=C(C=CC1Cl)NC1=NC=NC2=CC(=C(C=C12)OC1CCN(CC1)CC1=CC=C(C=C1)N1C(NC(CC1)=O)=O)OC)F